O=C1NC(CCC1OC1=CC=C(C=O)C=C1)=O 4-[(2,6-dioxo-3-piperidyl)oxy]benzaldehyde